[N+](=O)([O-])C1=C(C=CC(=C1)[N+](=O)[O-])Cl 2,4-dinitro-chlorobenzene